BrC=1C=C(C(=NC1)COCCN(C)C)NC(OC(C)(C)C)=O tert-butyl (5-bromo-2-((2-(dimethylamino)ethoxy)methyl)pyridin-3-yl)carbamate